Cl.O[C@@H]1CN(C[C@H]1O)CCNC(=O)C1=CC=CN2C1=NC=1C3=C(C=CC1C2=O)C=CC=C3 N-(2-((3R,4R)-3,4-dihydroxy-pyrrolidin-1-yl)ethyl)-7-oxo-7H-benzo[h]pyrido[2,1-b]quinazoline-12-carboxamide hydrochloride